7-{6-[(exo)-8-azabicyclo[3.2.1]octan-3-yloxy]pyridazin-3-yl}-4-(2-methylpyridin-4-yl)-1H-indazole C12CC(CC(CC1)N2)OC2=CC=C(N=N2)C=2C=CC(=C1C=NNC21)C2=CC(=NC=C2)C